di(3-methyl butyl) adipate C(CCCCC(=O)OCCC(C)C)(=O)OCCC(C)C